(S)-4-(2-(4-(2-acetyl-5-chlorophenyl)-3-methoxy-6-oxopyridazin-1(6H)-yl)-3-phenylpropionamido)benzoic acid Potassium salt [K+].C(C)(=O)C1=C(C=C(C=C1)Cl)C=1C(=NN(C(C1)=O)[C@H](C(=O)NC1=CC=C(C(=O)[O-])C=C1)CC1=CC=CC=C1)OC